BrC=1N=CN(C1C1CC1)COCC[Si](C)(C)C 2-[(4-bromo-5-cyclopropyl-imidazol-1-yl)methoxy]ethyl-trimethyl-silane